ClC1=C(C=CC=C1C1=C(C(=NC=C1)C1=CC(=C(C=C1)CNC[C@@H]1NC(CC1)=O)OC)Cl)NC(=O)C1=NC=C(C(=O)O)C=C1 (R)-6-((2-chloro-3-(3-chloro-2-(3-methoxy-4-((((5-oxopyrrolidin-2-yl)methyl)amino)methyl)phenyl)pyridin-4-yl)phenyl)carbamoyl)nicotinic acid